(S)-2-((S)-3-hydroxypyrrolidine-1-carboxamido)-4-((2-methoxyethyl)(4-(5,6,7,8-tetrahydro-1,8-naphthyridin-2-yl)butyl)amino)butanoic acid O[C@@H]1CN(CC1)C(=O)N[C@H](C(=O)O)CCN(CCCCC1=NC=2NCCCC2C=C1)CCOC